5-bromo-N-methyl-3-(1-methyl-1H-pyrazol-4-yl)quinoxalin-6-amine BrC1=C2N=C(C=NC2=CC=C1NC)C=1C=NN(C1)C